COC=1C=C(C=CC1OC1OCCCC1)/C=C/C(=O)NCC(=O)N[C@@H](C(C)C)C(=O)N[C@H](CCC(=O)OCC1=CC=CC=C1)C(=O)OCC 5-benzyl 1-ethyl ((E)-3-(3-methoxy-4-((tetrahydro-2H-pyran-2-yl)oxy)phenyl)acryloyl)glycyl-L-valyl-D-glutamate